OC=1C(=CC2=CC=CC=C2C1)C(=O)NN=CC=1OC=CC1 3-hydroxy-N'-(2-furanylmethylene)-2-naphthoyl-hydrazine